3-fluoro-N-[(1R,2R)-2-hydroxy-2-methyl-indan-1-yl]-5-[1-(2-imino-4,4-dimethyl-6-oxo-hexahydropyrimidin-1-yl)-3-methoxy-propyl]benzamide FC=1C=C(C(=O)N[C@H]2[C@](CC3=CC=CC=C23)(C)O)C=C(C1)C(CCOC)N1C(NC(CC1=O)(C)C)=N